FC1=C(C=C(C=C1)C=1C2=C(N=NC1)N(C=N2)C(C)C)C2=C(C=1N(C=C2)C(=NN1)C1CCOCC1)OC 4-(4-fluoro-3-(8-methoxy-3-(tetrahydro-2H-pyran-4-yl)-[1,2,4]triazolo[4,3-a]pyridin-7-yl)phenyl)-7-Isopropyl-7H-imidazo[4,5-c]pyridazine